ClC1=C(C=CC=C1NC(NC1=CC=CC=C1)=S)B(O)O [2-chloro-3-(phenylcarbamothioylamino)phenyl]boronic acid